2-acrylamido-N-(6-(3-fluoro-5-methoxyphenyl)-1H-indazol-3-yl)benzamide C(C=C)(=O)NC1=C(C(=O)NC2=NNC3=CC(=CC=C23)C2=CC(=CC(=C2)OC)F)C=CC=C1